N1=CN=CC(=C1)C=1C=C(N)C=CC1 3-(pyrimidin-5-yl)aniline